5-ethylsulfonyl-N-(2-methylsulfonylethoxy)-6-(6-pentafluoro ethyl-3-methyl-3H-imidazo[4,5-c]pyridazin-2-yl)nicotinimidate C(C)S(=O)(=O)C=1C(=NC=C(C([O-])=NOCCS(=O)(=O)C)C1)N1NC=2C(=CC1C)N=C(N2)C(C(F)(F)F)(F)F